FC(CN1C(C=2NN=C(C2C1C1=CC(=C(C=C1)OCCCC(F)(F)F)C)N1C(OC2=C1C=CC=C2)=O)=O)(C)F (5-(2,2-Difluoropropyl)-4-[3-methyl-4-(4,4,4-trifluorobutoxy)phenyl]-6-oxo-1,4,5,6-tetrahydropyrrolo[3,4-c]pyrazol-3-yl)-1,3-benzoxazol-2(3H)-one